2,2'-[[3-[(2-hydroxyethyl)octadecylamino]propyl]imino]bis-ethanol, hydrofluoride F.OCCN(CCCN(CCO)CCO)CCCCCCCCCCCCCCCCCC